5-(2-((S)-3-((S)-5,5-dimethyl-tetrahydrofuran-2-yl)-3-(2-(thiophen-2-yl)ethyl)pyrrolidin-1-yl)propan-2-yl)-2-methylpyridine CC1(CC[C@H](O1)[C@@]1(CN(CC1)C(C)(C)C=1C=CC(=NC1)C)CCC=1SC=CC1)C